BrC=1C=CC(=C2NC(OC21)=O)C(=O)OC methyl 7-bromo-2-oxo-3H-1,3-benzoxazole-4-carboxylate